6-(5-(2-(((1-Methyl-2-oxoindolin-7-yl)methyl)amino)ethyl)-2-oxooxazolidin-3-yl)-2H-pyrido[3,2-b][1,4]oxazin-3(4H)-on CN1C(CC2=CC=CC(=C12)CNCCC1CN(C(O1)=O)C=1C=CC=2OCC(NC2N1)=O)=O